COC(=O)C1(C(C(=NN1C1=CC=C(C=C1)C(F)(F)F)C1=CC=C(C=C1)F)CCCC)C 4-butyl-3-(4-fluorophenyl)-5-methyl-1-(4-(trifluoromethyl)phenyl)-4,5-dihydro-1H-pyrazole-5-carboxylic acid methyl ester